N-[(1S)-2-hydroxy-1-[3-(trifluoromethyl)phenyl]ethyl]acetamide OC[C@H](C1=CC(=CC=C1)C(F)(F)F)NC(C)=O